C(C)(C)(C)OC(=O)N1C[C@@H]2[C@H](C1)CC(C2)C(NC2=NC=C(C(=C2)C2=C1N(N=C2)CC(C1)(C)C)Cl)=O (3aR,6aS)-5-((5-chloro-4-(5,5-dimethyl-5,6-dihydro-4H-pyrrolo[1,2-b]pyrazol-3-yl)pyridin-2-yl)carbamoyl)hexahydrocyclopenta[c]pyrrole-2(1H)-carboxylic acid tert-butyl ester